C(C)N1N=C(C2=C1C(NCC1(CCOCC1)C2)=O)C[C@H](COC(CCS(=O)(=O)C)=O)C 3-Methylsulfonylpropionic acid [(2R)-3-(1-ethyl-8-oxo-spiro[6,7-dihydro-4H-pyrazolo[3,4-c]azepin-5,4'-tetrahydropyran]-3-yl)-2-methyl-propyl] ester